ClC=1C=2C(N=C(N1)N1CCCC1)=NN(C2)C2=C(C=CC=C2)C 4-chloro-6-(pyrrolidin-1-yl)-2-(o-tolyl)-2H-pyrazolo[3,4-d]pyrimidine